[4-(6-oxo-2-oxa-5-azaspiro[3.5]nonan-5-yl)phenyl] trifluoromethanesulfonate FC(S(=O)(=O)OC1=CC=C(C=C1)N1C2(COC2)CCCC1=O)(F)F